N(=[N+]=[N-])C1=C(C=C(C=2CCOC21)OCCCC(=O)O)F 4-(7-Azido-6-fluoro-2,3-dihydro-1-benzofuran-4-yloxy)butyric acid